5-chloro-4-toluenesulfonic acid ClC=1C(=CC=C(C)C1)S(=O)(=O)O